1-(3-chlorophenyl)-3-(4-fluoro-3-(3-methylquinoxaline-6-carbonyl)phenyl)urea ClC=1C=C(C=CC1)NC(=O)NC1=CC(=C(C=C1)F)C(=O)C=1C=C2N=C(C=NC2=CC1)C